C(=CC1=CC=CC=C1)C1=NC(=NC(=N1)C(Cl)(Cl)Cl)C(Cl)(Cl)Cl 2-styryl-4,6-bis(trichloromethyl)-s-triazine